FC=1C=C(C=CC1S(=O)(=O)C)C1=NC2=C(N1C)C=C(C=C2C)C2CCN(CC2)C2CC1CCC(C2)N1CC(C)C 2-(3-fluoro-4-(methylsulfonyl)phenyl)-6-(1-(8-isobutyl-8-azabicyclo[3.2.1]octan-3-yl)piperidin-4-yl)-1,4-dimethyl-1H-benzo[d]imidazole